2-fluoro-5-[(5'S,7a'R)-5'-(3-fluorophenyl)-3'-oxotetrahydro-1H,3'H-spiro[piperidine-4,2'-pyrrolo[2,1-b][1,3]-oxazole]-1-carbonyl]benzonitrile FC1=C(C#N)C=C(C=C1)C(=O)N1CCC2(C(N3[C@H](O2)CC[C@H]3C3=CC(=CC=C3)F)=O)CC1